COC1=C(C=CC=C1)C1=CC=C2C(C(COC2=C1)(C)C)NC(O[C@@H]1CN2CCC1CC2)=O (S)-quinuclidin-3-yl (7-(2-methoxyphenyl)-3,3-dimethylchroman-4-yl)carbamate